methyl 6-(((1S,2R,4R)-bicyclo[2.2.1]heptan-2-yl)carbamoyl)-3-(9-((4-(((tert-butoxycarbonyl)amino)methyl)phenyl)carbamoyl)-4,5-dihydrobenzo[b]thieno[2,3-d]oxepin-8-yl)picolinate [C@H]12[C@@H](C[C@H](CC1)C2)NC(=O)C2=CC=C(C(=N2)C(=O)OC)C=2C(=CC1=C(OCCC3=C1SC=C3)C2)C(NC2=CC=C(C=C2)CNC(=O)OC(C)(C)C)=O